FC(C(C(F)(F)F)OC(=O)N1CCC2(CC2C(=O)N2CC=3N(CC2)C=C(N3)C(F)(F)F)CC1)(F)F.OC[SiH3] hydroxylmethyl-silane 1,1,1,3,3,3-hexafluoropropan-2-yl-(+)-1-(2-(trifluoromethyl)-5,6,7,8-tetrahydroimidazo[1,2-a]pyrazine-7-carbonyl)-6-azaspiro[2.5]octane-6-carboxylate